C(C)(C)(C)OC(=O)N1[C@H]2CC(C[C@@H]1CC2)NC(C2=CC=C(C=C2)C2C(C2)C2=NN(C1=NC=CN=C12)C)=O (1R,3s,5S)-tert-butyl-3-(4-(2-(1-methyl-1H-pyrazolo[3,4-b]pyrazin-3-yl) cyclopropyl) benzoylamino)-8-azabicyclo[3.2.1]octane-8-carboxylate